C1(CC1)C1=CC(=NC(=C1)C(F)(F)F)C(=O)NC1=NC=CC(=C1)[C@H](C)SC1=NN=CN1C (S)-4-cyclopropyl-N-(4-(1-((4-methyl-4H-1,2,4-triazol-3-yl)thio)ethyl)pyridin-2-yl)-6-(trifluoromethyl)picolinamide